BrC=1C=C(C=CC1OC)CCNS(=O)(=O)C1=CC=C(C=C1)C N-(3-bromo-4-methoxyphenylethyl)-4-methylbenzenesulfonamide